N-benzyl-piperidine C(C1=CC=CC=C1)N1CCCCC1